N-(4-cyano-2,5-difluorophenyl)-5-(furan-3-yl)-1H-pyrrole-3-sulfonamide C(#N)C1=CC(=C(C=C1F)NS(=O)(=O)C1=CNC(=C1)C1=COC=C1)F